C(C)C1=C(C=CC=C1)P([O-])(=O)C(C1=C(C=C(C=C1C)C)C)=O Ethyl-2,4,6-trimethylbenzoylphenylphosphinat